5-(2-((1S,6S)-6-aminocyclohex-3-en-1-yl)-5-chloro-7-((thiophen-2-ylmethyl)amino)thieno[3,2-b]pyridin-3-yl)pent-4-yn-1-ol formate C(=O)OCCCC#CC1=C(SC=2C1=NC(=CC2NCC=2SC=CC2)Cl)[C@H]2CC=CC[C@@H]2N